6,7-difluoro-1-methyl-5-(6-((1-methylcyclopropyl)ethynyl)-2,3,4,5-tetrahydro-1H-pyrido[3,4-b]azepin-1-yl)-[1,2,4]triazolo[4,3-a]quinazoline FC1=C2C(=NC=3N(C2=CC=C1F)C(=NN3)C)N3C1=C(CCCC3)C(=CN=C1)C#CC1(CC1)C